tert-butyl 6-((2-(3-((2-methoxy-4-(methylsulfonyl)phenyl)amino)prop-1-yn-1-yl)-3-(2,2,2-trifluoroethyl)benzo[b]thiophen-7-yl)amino)-3-azabicyclo[3.2.0]heptane-3-carboxylate COC1=C(C=CC(=C1)S(=O)(=O)C)NCC#CC1=C(C2=C(S1)C(=CC=C2)NC2C1CN(CC1C2)C(=O)OC(C)(C)C)CC(F)(F)F